N1(C=NC=C1)C(C)=NC1=C(C=C(C=C1)Cl)F N-(1-(1H-Imidazol-1-yl)ethylidene)-4-chloro-2-fluoroaniline